C(=C)OC(CC(O)O)(CCCO)O hydroxy-3-hydroxy-3-hydroxy-hydroxypropyl-propyl vinyl ether